C(C)C1=NC(=NO1)C=1C=C2CC[C@H](C2=CC1)NC(=O)C=1C=NN(C1C)CCO (R)-N-(5-(5-ethyl-1,2,4-oxadiazol-3-yl)-2,3-dihydro-1H-inden-1-yl)-1-(2-hydroxyethyl)-5-methyl-1H-pyrazole-4-carboxamide